tert-butyl (5S)-5-methyl-2-[2-(8-methyl-8-azabicyclo[3.2.1]Octan-3-yl)-1,3-Benzothiazol-5-Yl]Piperidine-1-carboxylate C[C@H]1CCC(N(C1)C(=O)OC(C)(C)C)C=1C=CC2=C(N=C(S2)C2CC3CCC(C2)N3C)C1